N1C2(CC(C1)C2)C(=O)O 2,4-methanoproline